C[C@@H]1CN(CCC1)CC1=CC(=C2CN(C(C2=C1)=O)C1=NC(=CC(=C1)C1(CC(C1)C)N1NCN(C1)C)OC)C(F)(F)F 6-{[(3S)-3-methylpiperidin-1-yl]methyl}-2-{6-methoxy-4-[3-methyl-1-(4-methyl-1,2,4-triazacyclopentyl)cyclobutyl]pyridin-2-yl}-4-(trifluoromethyl)-2,3-dihydro-1H-isoindol-1-one